2-(3,5-Dichloro-4-((5-cyclopropyl-6-oxo-1,6-dihydropyridin-3-yl)oxy)phenyl)-3,5-dioxo-2,3,4,5-tetrahydro-1,2,4-triazine-6-carbonitrile ClC=1C=C(C=C(C1OC1=CNC(C(=C1)C1CC1)=O)Cl)N1N=C(C(NC1=O)=O)C#N